ClC1=CC=C(C=C1)[C@H](CC1=NOC(=N1)CC=1C(NC(N(C1C)C)=O)=O)F ({3-[(2S)-2-(4-chlorophenyl)-2-fluoroethyl]-1,2,4-oxadiazol-5-yl}methyl)-1,6-dimethylpyrimidine-2,4-dione